C(=O)O.NC1=NN=C(C2=CC(=CC=C12)C=1C=C(C(=NC1)C(F)(F)F)B(O)O)C [5-(1-amino-4-methylphthalazin-6-yl)-2-(trifluoromethyl)pyridin-3-yl]boronic acid formate salt